NC=1C2=C(N=C(N1)C=1N=C(N3C1C=CC(C3)(F)F)CC3=C(C(=CC=C3F)F)F)NC(C2(C)C)=O 4-amino-2-[6-fluoro-3-(2,3,6-trifluorobenzyl)6-fluoroimidazo[1,5-a]pyridin-1-yl]-5,5-dimethyl-5,7-dihydro-6H-pyrrolo[2,3-d]pyrimidin-6-one